ClC=1C(=CN=C2C=C(C(=NC12)O[C@@H]1CN(CC1)C(=O)OC(C)(C)C)F)C#N tert-butyl (S)-3-((8-chloro-7-cyano-3-fluoro-1,5-naphthyridin-2-yl)oxy)pyrrolidine-1-carboxylate